4-isopropyl-6-oxa-3a,4-diazaindene-5,7-dione C(C)(C)N1N2C=CC=C2C(OC1=O)=O